N,N-dimethyl-2-[(2S)-pyrrolidin-2-yl]ethan-1-amine hydrochloride Cl.CN(CC[C@H]1NCCC1)C